CS(=O)(=O)C=1N=CC2=C(N1)N1C(=C2)C(NCC1)=O 2-(methylsulfonyl)-8,9-dihydropyrazino[1',2':1,5]pyrrolo[2,3-d]pyrimidin-6(7H)-one